NCCN1C(=NC=2C(=NC=3C=CC=CC3C21)N)COCC 1-(aminoethyl)-2-(ethoxymethyl)-1H-imidazolo[4,5-c]quinoline-4-amine